acryloyloxybutylpropyldimethoxysilane C(C=C)(=O)OCCCC[Si](OC)(OC)CCC